3-(6-acetamido-3-pyridyl)-N-(4-methoxy-2-pyridyl)-N-methyl-pyrazolo[1,5-a]pyridine-5-carboxamide C(C)(=O)NC1=CC=C(C=N1)C=1C=NN2C1C=C(C=C2)C(=O)N(C)C2=NC=CC(=C2)OC